C(C=C)N1C(=NC2=C1C=CC=C2)C2=CC=C(C=C2)F 1-allyl-2-(4-fluorophenyl)benzimidazole